C[C-]1C=CC=C1.[CH-]1C(=CC=C1)C.[Fe+2] 1,2'-dimethylferrocene